ClC1=CC(=C(C=C1)C1(OC2=C(O1)C=CC=C2C2=CC=C(C=1CCOC12)CC1=NC2=C(N1C[C@H]1OCC1)C=C(C=C2)C(=O)OC)C)F methyl 2-((7-(2-(4-chloro-2-fluorophenyl)-2-methylbenzo[d][1,3]dioxolan-4-yl)-2,3-dihydrobenzofuran-4-yl)methyl)-1-(((S)-oxetan-2-yl)methyl)-1H-benzo[d]imidazole-6-carboxylate